C(C)(C)OC1=C(C=C)C=CC(=C1)C1=C(C=CC=C1)N(C)C 2-isopropoxy-4-(dimethylaminophenyl)styrene